C(C)O[C@@H]1CN(CC[C@H]1OC1=CC(=CC=C1)C(F)(F)F)C=1C=2C(N(C(C1)=O)C)=CN(N2)CC#N (7-((3R,4R)-3-ethoxy-4-(3-(trifluoromethyl)phenoxy)piperidin-1-yl)-4-methyl-5-oxo-4,5-dihydro-2H-pyrazolo[4,3-b]pyridin-2-yl)acetonitrile